Cl.CN(CC[C@@H](C(=O)O)F)C (S)-4-(dimethylamino)-2-fluorobutanoic acid hydrochloride